C(C)(C)N1CCN(CC1)C=1OC2=C(N1)C=CC(=C2)[N+](=O)[O-] 2-(4-isopropylpiperazin-1-yl)-6-nitrobenzo[d]oxazole